N'-dicaffeoylamino-3,5-diamino-1,4-dihydroxycyclohexane-1-carboxamide C(\C=C\C1=CC(O)=C(O)C=C1)(=O)N(NC1C(C(CC(C1)(C(=O)N)O)N)O)C(\C=C\C1=CC(O)=C(O)C=C1)=O